(R or S)-2-(3-(2-(5-fluoro-thiophen-2-yl)ethyl)-1-(2-(6-methylpyridin-3-yl)propan-2-yl)pyrrolidin-3-yl)propan-2-yl isopropylcarbamate C(C)(C)NC(OC(C)(C)[C@]1(CN(CC1)C(C)(C)C=1C=NC(=CC1)C)CCC=1SC(=CC1)F)=O |o1:9|